NC=1C2=C(N=CN1)C1(C(N2C=2C=CC3=C(N=C(O3)N)C2)=O)CN(C1)C(=O)OC(C)(C)C tert-Butyl 4'-amino-5'-(2-aminobenzo[d]oxazol-5-yl)-6'-oxo-5',6'-dihydrospiro[azetidine-3,7'-pyrrolo[3,2-d]pyrimidine]-1-carboxylate